C(C)(C)(C)OC(=O)N(C(OC(C)(C)C)=O)C1=C2N=CN(C2=NC=N1)CC1=C(C(=CC=C1OCCC[C@H](COC)NC(=O)OC(C)(C)C)Cl)Cl tert-butyl (R)-(tert-butoxycarbonyl)(9-(6-((4-((tert-butoxycarbonyl)amino)-5-methoxypentyl)oxy)-2,3-dichlorobenzyl)-9H-purin-6-yl)carbamate